ClC=1C=C(OC2CCC(CC2)NC(=O)C=2N=NC(=CC2)N2CCC(CC2)COC2CC(C2)OC2=C(C=C(C=C2)C(C)(C)O)C2=CN(C(C3=CC=CC=C23)=O)C)C=CC1C#N N-[4-(3-chloro-4-cyano-phenoxy)cyclohexyl]-6-[4-[[3-[4-(1-hydroxy-1-methyl-ethyl)-2-(2-methyl-1-oxo-4-isoquinolyl)phenoxy]cyclobutoxy]methyl]-1-piperidyl]pyridazine-3-carboxamide